CC=1N(C(C(=CN1)C(=O)O)=O)C([2H])([2H])[2H] 2-methyl-1-(methyl-d3)-6-oxo-1,6-dihydropyrimidine-5-carboxylic acid